N2-(N2,N6-diacetyllysyl)-N6,N6-dimethyllysin C(C)(=O)N[C@@H](CCCCNC(C)=O)C(=O)N[C@@H](CCCCN(C)C)C(=O)O